ClC=1C(=C(C=CC1)NC(=S)C=1C(NCCC1O)=O)CC N-(3-chloro-2-ethylphenyl)-4-hydroxy-2-oxo-1,2,5,6-tetrahydropyridine-3-thiocarboxamide